3-(2-bromo-1-benzothiophen-6-yl)-2-[(diphenylmethylidene)amino]propanenitrile BrC=1SC2=C(C1)C=CC(=C2)CC(C#N)N=C(C2=CC=CC=C2)C2=CC=CC=C2